phenyl-2,4,6-trimethylbenzoyl-phosphinate Lithium [Li+].C1(=CC=CC=C1)P([O-])(=O)C(C1=C(C=C(C=C1C)C)C)=O